ClC=1C=CC(=C(C(=O)NC=2C=CC(=C(C2)B(O)O)C)C1)F (5-(5-chloro-2-fluorobenzamido)-2-methylphenyl)boronic acid